(1S)-N-[8-(3,5-dichlorophenyl)-4-(dimethylamino)-3-quinolyl]tetralin-1-carboxamide ClC=1C=C(C=C(C1)Cl)C=1C=CC=C2C(=C(C=NC12)NC(=O)[C@H]1CCCC2=CC=CC=C12)N(C)C